N-{[(9H-fluoren-9-yl)methoxy]carbonyl}-3-(4-oxo-4,5,6,7-tetrahydro-1,2-benzoxazol-3-yl)-L-alanine C1=CC=CC=2C3=CC=CC=C3C(C12)COC(=O)N[C@@H](CC1=NOC2=C1C(CCC2)=O)C(=O)O